2-allyloxy-4-fluorobenzaldehyde C(C=C)OC1=C(C=O)C=CC(=C1)F